(S)-6-chloro-N4-(2-(3,4-dimethylpiperazin-1-yl)-4-fluoro-5-(2-morpholinopyrimidin-5-yl)phenyl)pyrimidine-4,5-diamine ClC1=C(C(=NC=N1)NC1=C(C=C(C(=C1)C=1C=NC(=NC1)N1CCOCC1)F)N1C[C@@H](N(CC1)C)C)N